1-[6-(5,6-dimethoxybenzimidazol-1-yl)-2-[3-(trifluoromethyl)pyrazol-1-yl]-3-pyridinyl]ethanol tert-butyl-(3R)-3-[(6-chloro-8-methyl-1-isoquinolyl)amino]piperidine-1-carboxylate C(C)(C)(C)C1N(CCC[C@H]1NC1=NC=CC2=CC(=CC(=C12)C)Cl)C(=O)OC(C)C=1C(=NC(=CC1)N1C=NC2=C1C=C(C(=C2)OC)OC)N2N=C(C=C2)C(F)(F)F